FC=1C=C(C#N)C=CC1N(CC1=NC(=CC=C1)C(F)(F)F)C(C)C 3-fluoro-4-(isopropyl-((6-(trifluoromethyl)pyridin-2-yl)methyl)amino)benzonitrile